C(C)(=O)OCC(=O)N(C)C=1C(=C(C(=C(C(=O)N)C1I)I)C(=O)N)I 5-(2-acetoxy-N-methylacetamido)-2,4,6-triiodoisophthalamide